ClC1=NC=C2C(=CN=C(C2=C1)C(C)C)N1[C@@H]([C@H](C1)CS(=O)(=O)C)C 7-chloro-4-[(2R,3S)-3-(methylsulfonylmethyl)-2-methylazetidin-1-yl]-1-(propan-2-yl)-2,6-naphthyridine